NC1=C(C=C(C=C1)C1=CC=C(C=C1)F)NC(C1=CC=C(C=C1)S(=O)(=O)C1=CN=C(N1)OC)=O N-[2-amino-5-(4-fluorophenyl)phenyl]-4-[(2-methoxy-1H-imidazol-5-yl)sulfonyl]benzamide